N1=NC(=CC=C1)NC(=O)[C@H]1CC12CCN(CC2)C(=O)OC(C(F)(F)F)C(F)(F)F 1,1,1,3,3,3-Hexafluoropropan-2-yl (S)-1-(pyridazin-3-ylcarbamoyl)-6-azaspiro[2.5]octan-6-carboxylat